1-[3-fluoro-5-isobutyl-2-(2H-tetrazol-5-yl)phenyl]-4-[(5-fluoro-2-pyridyl)methyl]piperazine FC=1C(=C(C=C(C1)CC(C)C)N1CCN(CC1)CC1=NC=C(C=C1)F)C=1N=NNN1